cyclononadiene C1CC/C=C\C=C/CC1